1,8-diaza-bicyclo(5.4.0)-7-undecene lactate C(C(O)C)(=O)O.N12CCCCCC2=NCCC1